N-Cyclopropyl-N'-(3,5-dimethoxyphenyl)-N'-[3-(1-methylpyrazol-4-yl)quinoxalin-6-yl]ethane-1,2-diamine C1(CC1)NCCN(C=1C=C2N=C(C=NC2=CC1)C=1C=NN(C1)C)C1=CC(=CC(=C1)OC)OC